[4-[[9-[(3S)-tetrahydrofuran-3-yl]-8-(2,4,6-trifluoroanilino)purin-2-yl]amino]cyclohexyl] 2-(dimethylamino)acetate CN(CC(=O)OC1CCC(CC1)NC1=NC=C2N=C(N(C2=N1)[C@@H]1COCC1)NC1=C(C=C(C=C1F)F)F)C